N,N'-bis(salicylidene)-o-phenylenediamine C(C=1C(O)=CC=CC1)=NC1=C(C=CC=C1)N=CC=1C(O)=CC=CC1